Tert-butyl-N-benzhydrylidene-2,4-dibromophenylalanine C(C)(C)(C)[C@](N=C(C1=CC=CC=C1)C1=CC=CC=C1)(CC1=C(C=C(C=C1)Br)Br)C(=O)O